BrC1=CC(=NC=C1)NC(CCN1CC(N(CC1)C)C)=O N-(4-bromopyridin-2-yl)-3-(3,4-dimethylpiperazin-1-yl)propionamide